BrC1=CC(=CC=2N(C(=NC21)C#N)S(=O)(=O)N(C)C)C(F)(F)F 4-bromo-2-cyano-N,N-dimethyl-6-trifluoromethylbenzimidazole-1-sulphonamide